ethyl 3-methyl-4,5,6,7-tetrahydrothieno[3,2-c]pyridine-2-carboxylate CC1=C(SC2=C1CNCC2)C(=O)OCC